C(C)N1C(N(C(C12CCN(CC2)C(=O)OC(C)(C)C)=O)C2=CC(=NC=C2)C(F)(F)F)=O tert-butyl 1-ethyl-2,4-dioxo-3-(2-(trifluoromethyl)pyridin-4-yl)-1,3,8-triazaspiro[4.5]decane-8-carboxylate